8-(3,5-Difluorobenzyl)-2-(Furan-2-ylmethyl)-6-phenylimidazo[1,2-a]pyrazin-3-yl-acetat FC=1C=C(CC=2C=3N(C=C(N2)C2=CC=CC=C2)C(=C(N3)CC=3OC=CC3)CC(=O)[O-])C=C(C1)F